6-(((6-((1-methylpiperidin-4-yl)methoxy)pyridin-3-yl)amino)methyl)isoquinolin-1-amine CN1CCC(CC1)COC1=CC=C(C=N1)NCC=1C=C2C=CN=C(C2=CC1)N